5-(6-(difluoromethoxy)pyridin-3-yl)-2-((5-methyl-3-(6-methylpyridin-3-yl)isoxazol-4-yl)methyl)pyridazin-3(2H)-one FC(OC1=CC=C(C=N1)C1=CC(N(N=C1)CC=1C(=NOC1C)C=1C=NC(=CC1)C)=O)F